3-cyclopropyl-5-(2-methylsulfinylpyrimidin-4-yl)pyrazolo[1,5-a]pyrimidine C1(CC1)C=1C=NN2C1N=C(C=C2)C2=NC(=NC=C2)S(=O)C